C1=CC=CC=2C3=CC=CC=C3C(C12)COC(=O)N[C@H](C(=O)O)CN1CCOCC1 (S)-2-((((9H-fluoren-9-yl)methoxy)carbonyl)amino)-3-morpholinopropanoic acid